C1(CCCC1)OC1=CC(=C(C=C1)NC1=CC=NC2=CC(=CC=C12)C)OC N-(4-(cyclopentyloxy)-2-methoxyphenyl)-7-methylquinolin-4-amine